6-(2-bromo-4-(trifluoromethyl)phenyl)-2-(4-((2-methoxyethoxy)methoxy)-3-nitrophenyl)-3,4-dihydroisoquinolin-1(2H)-one BrC1=C(C=CC(=C1)C(F)(F)F)C=1C=C2CCN(C(C2=CC1)=O)C1=CC(=C(C=C1)OCOCCOC)[N+](=O)[O-]